6,7-dichloroheptanol ClC(CCCCCO)CCl